ClC1=C(C(=O)C2=CNC3=C2C2=C(NC([C@](N2)(C)COC([2H])([2H])[2H])=O)C=N3)C=CC(=C1)OC1=NC=CC=C1F (S)-9-(2-chloro-4-((3-fluoropyridin-2-yl)oxy)benzoyl)-2-((methoxy-d3)methyl)-2-methyl-1,2,4,7-tetrahydro-3H-pyrrolo[3',2':5,6]pyrido[3,4-b]pyrazin-3-one